[Br-].C1(=CC=CC=C1)P(C1=CC=CC=C1)C1=CC=CC=C1.[Cu+] copper (I) triphenylphosphine bromide